(1-(N,N-dimethylsulfamoyl)-5,6-dimethyl-1H-benzo[d]imidazol-4-yl)boronic acid CN(S(=O)(=O)N1C=NC2=C1C=C(C(=C2B(O)O)C)C)C